1-(2,5-dichlorophenyl)-(R,R)-1,2-propanediol ClC1=C(C=C(C=C1)Cl)[C@H]([C@@H](C)O)O